FC=1C=CC2=C(CCO2)C1CNC1=NC=C(C=2C1=CN=NC2)C2=CC=C(C=O)C=C2 4-(5-(((5-fluoro-2,3-dihydrobenzofuran-4-yl)methyl)amino)pyrido[3,4-d]pyridazin-8-yl)benzaldehyde